benzyl 2-(acetoxymethyl)-4-phenylbut-2,3-dienoate C(C)(=O)OCC(C(=O)OCC1=CC=CC=C1)=C=CC1=CC=CC=C1